2-(1-(difluoromethyl)-1H-pyrazol-3-yl)-6-(4-fluorophenyl)pyrimidine-4-carboxylic acid FC(N1N=C(C=C1)C1=NC(=CC(=N1)C(=O)O)C1=CC=C(C=C1)F)F